2,3-dichloro-maleic acid Cl/C(/C(=O)O)=C(/C(=O)O)\Cl